NC(C(=O)O)CCCC1(CC1)NC(=O)OC(C)(C)C 2-amino-5-[1-(tert-butoxycarbonylamino)cyclopropyl]pentanoic acid